tert-Butyl 4-(3-chloro-5-(2-isopropylphenyl)-2-methylpyrido[2,3-d]pyridazin-8-yl)piperazine-1-carboxylate ClC1=CC=2C(=C(N=NC2C2=C(C=CC=C2)C(C)C)N2CCN(CC2)C(=O)OC(C)(C)C)N=C1C